2-Methyl-5-(5-methyl-3,4,5,6-tetrahydropyridin-2-yl)benzo[d]thiazole CC=1SC2=C(N1)C=C(C=C2)C2=NCC(CC2)C